2-amino-1-(3-((5-chloro-6-(trifluoromethyl)pyridin-2-yl)amino)-2-(3,4-difluorophenyl)-8,8-dimethyl-5,6-dihydroimidazo[1,2-a]pyrazin-7(8H)-yl)ethan-1-one NCC(=O)N1C(C=2N(CC1)C(=C(N2)C2=CC(=C(C=C2)F)F)NC2=NC(=C(C=C2)Cl)C(F)(F)F)(C)C